Pyrazolo[1,5-a]pyridine-5-carbaldehyde N1=CC=C2N1C=CC(=C2)C=O